5-chloro-3-((3,5-dimethylphenyl)sulfonyl)-N-(5-((4-fluorophenyl)sulfonamido)pentyl)-1H-indole-2-carboxamide ClC=1C=C2C(=C(NC2=CC1)C(=O)NCCCCCNS(=O)(=O)C1=CC=C(C=C1)F)S(=O)(=O)C1=CC(=CC(=C1)C)C